CC1=C(C=C(C=C1)[N+](=O)[O-])NN (2-methyl-5-nitrophenyl)hydrazine